O=C1CC2N(C3=C(N1)C=C(C=C3)N3C(NC(CC3)=O)=O)CCNC2 1-(6-Oxo-1,2,3,4,4a,5,6,7-octahydrobenzo[b]pyrazino[1,2-d][1,4]diazepin-9-yl)dihydropyrimidine-2,4(1H,3H)-dione